N-(azetidin-3-yl)-5-bromopyridin-2-amine N1CC(C1)NC1=NC=C(C=C1)Br